COC(CCCCCCC[SiH3])(OC)OC trimethoxyoctyl-silane